OC1(C(Cl)C)CO1 2-hydroxy-methyl-epichlorohydrin